C(C)(C)(C)OC(=O)N1C[C@H](OCC1)[C@@H](C)OC1=C2C=CC=NC2=CC(=C1)C=1C=NN(C1)C(C)(C)C (2S)-2-[(1R)-1-{[7-(1-tert-butyl-1H-pyrazol-4-yl)quinolin-5-yl]oxy}ethyl]morpholine-4-carboxylic acid tert-butyl ester